Cl.N1(CCNCCC1)C=1C=NN2C1C=CC(=C2)C=2C=NN(C2)C 3-(1,4-diazacycloheptan-1-yl)-6-(1-methyl-1H-pyrazol-4-yl)pyrazolo[1,5-a]pyridine hydrochloride